CC1(CN(C1)CC(=O)NC=1C=C(C(=NC1)C)NC(=O)C=1C=NN2C1SC(=C2)C=2C(=NC=CC2)CC)C N-(5-(2-(3,3-dimethylazetidin-1-yl)acetamido)-2-methylpyridin-3-yl)-2-(2-ethylpyridin-3-yl)pyrazolo[5,1-b]thiazole-7-carboxamide